9,9'-(2',3'-bis(11H-benzo[a]carbazol-11-yl)-5'-cyano-6'-(6-phenylpyridin-2-yl)-[1,1':4',1''-terphenyl]-2,2''-diyl)bis(9H-carbazole-3-carbonitrile) C1=CC=CC=2C1=C1N(C3=CC=CC=C3C1=CC2)C2=C(C(=C(C(=C2N2C1=CC=CC=C1C1=CC=C3C(=C21)C=CC=C3)C3=C(C=CC=C3)N3C2=CC=CC=C2C=2C=C(C=CC32)C#N)C#N)C3=NC(=CC=C3)C3=CC=CC=C3)C3=C(C=CC=C3)N3C2=CC=CC=C2C=2C=C(C=CC32)C#N